N-(3-phenylpropyl)-N-propylacrylamide C1(=CC=CC=C1)CCCN(C(C=C)=O)CCC